[Cl-].C(C(=C)C)(=O)OCC[N+](CCCCC)(C)C 2-(methacryloyloxy)ethyldimethyl-n-pentylammonium chloride